Cl.Cl.FC[C@@H](C)N[C@@H]1CN(CC1)C=1N=NC(=CN1)C1=C(C=C(C=C1)C=1C=NNC1)O 2-{3-[(3S)-3-{[(2R)-1-fluoroprop-2-yl]amino}pyrrolidin-1-yl]-1,2,4-triazin-6-yl}-5-(1H-pyrazol-4-yl)phenol dihydrochloride